COC(COC1=NC=CC=C1C)OC 2-(2,2-dimethoxyethoxy)-3-methylpyridine